Benzyl 2-azido-3-O-benzyl-2-deoxy-β-D-mannofuranoside N(=[N+]=[N-])[C@@H]1[C@H](OCC2=CC=CC=C2)O[C@@H]([C@@H]1OCC1=CC=CC=C1)[C@H](O)CO